Bromo-pyrrolenitrile BrC1=C(NC=C1)C#N